CC1=CC=C(O1)C=1N=C(NC1)C1N(CCCC1)C(C(C)SC)=O 1-(2-(4-(5-methylfuran-2-yl)-1H-imidazol-2-yl)piperidin-1-yl)-2-(methylthio)propan-1-one